heptaneselon CC(CCCCC)=[Se]